(2R,4S)-4-(1-methyl-7-[4-(4-methylpiperazin-1-yl)anilino]-2-oxo-4H-pyrimido[4,5-d]pyrimidin-3-yl)-1-prop-2-enoyl-pyrrolidine-2-carboxylic acid CN1C(N(CC=2C1=NC(=NC2)NC2=CC=C(C=C2)N2CCN(CC2)C)[C@H]2C[C@@H](N(C2)C(C=C)=O)C(=O)O)=O